4-(phenylthio)phenyldiphenylsulfonium phenyltris(pentafluorophenyl)borate C1(=CC=CC=C1)[B-](C1=C(C(=C(C(=C1F)F)F)F)F)(C1=C(C(=C(C(=C1F)F)F)F)F)C1=C(C(=C(C(=C1F)F)F)F)F.C1(=CC=CC=C1)SC1=CC=C(C=C1)[S+](C1=CC=CC=C1)C1=CC=CC=C1